2-(8-Chloro-6-{[(2-hydroxyethyl)amino]methyl}-[1,2,4]triazolo[1,5-a]pyridin-2-yl)-6-(2,3-dihydro-1,4-benzodioxin-6-yl)benzonitril ClC=1C=2N(C=C(C1)CNCCO)N=C(N2)C2=C(C#N)C(=CC=C2)C2=CC1=C(OCCO1)C=C2